N-hexadecyl-2-phenyl-3,5,7-trimethoxyquinolin-4-one C(CCCCCCCCCCCCCCC)N1C(=C(C(C2=C(C=C(C=C12)OC)OC)=O)OC)C1=CC=CC=C1